ClC1=C2N(C(C(=C1)NC1=NC=NC=C1)=O)C(NC2=O)(C=2C=NC=CC2)C 8-chloro-3-methyl-3-(3-pyridyl)-6-(pyrimidin-4-ylamino)-2H-imidazo[1,5-a]pyridine-1,5-dione